3-methyl-N-butylpyridine bis(trifluoromethanesulfonyl)imide salt [N-](S(=O)(=O)C(F)(F)F)S(=O)(=O)C(F)(F)F.CC=1CN(C=CC1)CCCC